2-hydroxyphenol OC1=C(C=CC=C1)O